4,6-Di-tert-butyl-2-chlorobenzo[d][1,3,2]dioxaphosphol C(C)(C)(C)C1=CC(=CC=2OP(OC21)Cl)C(C)(C)C